4-(1-(4-((R)-2-hydroxy-3-(2H-tetrazol-2-yl)propoxy)benzoyl)pyrrolidin-3-yl)benzonitrile O[C@@H](COC1=CC=C(C(=O)N2CC(CC2)C2=CC=C(C#N)C=C2)C=C1)CN1N=CN=N1